Diethyl-toluamid C(C)C=1C(=C(C(=CC1)C)C(=O)N)CC